5-methyl-N-(1-(thiophen-2-ylsulfonyl)-1,2,3,4-tetrahydroquinolin-7-yl)thiophene-2-sulfonamide CC1=CC=C(S1)S(=O)(=O)NC1=CC=C2CCCN(C2=C1)S(=O)(=O)C=1SC=CC1